Cl.CN(C)[C@H](C1=CC=CC=C1)CCOC1=CC2=CC=CC=C2C=C1 (S)-N,N-dimethyl-alpha-[2-(2-naphthyloxy)ethyl]benzylamine hydrochloride